C(#N)C=1C(=NC(=NC1)NC1=C(C=CC(=C1)N1CCN(CC1)C)C(C(=O)N)=C)NC1=CC=CC=C1 (2-((5-cyano-4-(phenylamino)pyrimidin-2-yl)amino)-4-(4-methylpiperazin-1-yl)phenyl)acrylamide